N1(CCOCC1)C1=NC(=NC(=C1)NCC1=CC=C(C=C1)NS(=O)(=O)C)NC=1SC(=C(N1)C)C(=O)OCC 2-[[4-[4-Morpholinyl]-6-[[(4-(methyl-sulfonylamino)phenyl)methyl]amino]-2-pyrimidinyl]amino]-4-methyl-5-thiazolecarboxylic acid, ethyl ester